BrCC(=O)C1=CC=C(S1)C1(C(N(CC1)C)=O)O 3-(5-(2-bromoacetyl)thiophen-2-yl)-3-hydroxy-1-methylpyrrolidin-2-one